NC=1N=C(C2=C(N1)C=CN2CC2=C(C=C(C(=O)OC)C=C2)OC)NCCOCC Methyl 4-({2-amino-4-[(2-ethoxyethyl)amino]-5H-pyrrolo[3,2-d]pyrimidin-5-yl}methyl)-3-methoxybenzoate